2-(2,6-Dioxopiperidin-3-yl)-4-((4-(4-(6-(6-((R)-2-(3-fluorophenyl)pyrrolidin-1-yl)imidazo[1,2-b]pyridazin-3-yl)pyridin-2-yl)piperazin-1-yl)-4-oxobutyl)amino)isoindoline-1,3-dione O=C1NC(CCC1N1C(C2=CC=CC(=C2C1=O)NCCCC(=O)N1CCN(CC1)C1=NC(=CC=C1)C1=CN=C2N1N=C(C=C2)N2[C@H](CCC2)C2=CC(=CC=C2)F)=O)=O